C(C#C)NC(OCCOCCN1C(C=CC1=O)=O)=O 2-(2-(2,5-Dioxo-2,5-dihydro-1H-pyrrol-1-yl)ethoxy)ethyl prop-2-yn-1-ylcarbamate